C(C1=CC=CC=C1)OC(=O)N1CCN(CC1)C=1C=NC(=CC1)C=1OC(=NN1)C 4-(6-(5-methyl-1,3,4-oxadiazol-2-yl)pyridin-3-yl)piperazine-1-carboxylic acid benzyl ester